2-(4-hydroxybicyclo[2.2.2]octan-1-ylamino)-4-(1-methylcyclobutylamino)pyrimidine-5-carboxamide OC12CCC(CC1)(CC2)NC2=NC=C(C(=N2)NC2(CCC2)C)C(=O)N